(2R,6r)-4-(2-(4-(3-(4-cyano-3-(trifluoromethyl)phenyl)-5,5-dimethyl-4-oxo-2-thioxoimidazolidin-1-yl)-2-ethylphenoxy)ethyl)-2,6-dimethylpiperazine-1-carboxylic acid tert-butyl ester C(C)(C)(C)OC(=O)N1[C@@H](CN(C[C@H]1C)CCOC1=C(C=C(C=C1)N1C(N(C(C1(C)C)=O)C1=CC(=C(C=C1)C#N)C(F)(F)F)=S)CC)C